tert-butyl (1S,5R)-1-(2-hydroxy-propane-2-yl)-3,8-diazabicyclo[3.2.1]octane-8-carboxylate OC(C)(C)[C@@]12CNC[C@@H](CC1)N2C(=O)OC(C)(C)C